1-[2-({4-[7-(aminocarbonyl)-2H-indazole-2-yl]benzyl}ammonio)ethyl]-3,4-difluoropyrrolidinium NC(=O)C1=CC=CC2=CN(N=C12)C1=CC=C(C[NH2+]CC[NH+]2CC(C(C2)F)F)C=C1